C(C)OC(C1=CC=C(C=C1)N(C)C)=O p-(N,N-dimethyl)aminobenzoic acid ethyl ester